CC=1C=C(CN2C3(CC3)[C@@H]([C@@H](C2)C=2C=NC=C(C2)OC)C#N)C=CC1C |r| rac-cis-4-(3,4-dimethylbenzyl)-6-(5-methoxypyridin-3-yl)-4-azaspiro[2.4]heptane-7-carbonitrile